(isopropylideneamino) 6-amino-2-(4-chloro-2-fluoro-3-methoxy-phenyl)-5-methoxy-pyrimidine-4-carboxylate NC1=C(C(=NC(=N1)C1=C(C(=C(C=C1)Cl)OC)F)C(=O)ON=C(C)C)OC